1-hydroxy-4-[5-[4-(1-hydroxyethyl)phenyl]pyridin-2-yl]-N,N-dimethylnaphthalene-2-carboxamide OC1=C(C=C(C2=CC=CC=C12)C1=NC=C(C=C1)C1=CC=C(C=C1)C(C)O)C(=O)N(C)C